2-[[1-[2-(4-chlorophenyl)acetyl]piperidin-4-yl]methyl]-6-pyrazol-1-yl-pyridazin-3-one ClC1=CC=C(C=C1)CC(=O)N1CCC(CC1)CN1N=C(C=CC1=O)N1N=CC=C1